C1(CC1)C1=NN(C(=C1)S(=O)(=O)C(F)(F)C1N(CCCC1)C(=O)NC1=CN=NC=C1)C (((3-cyclopropyl-1-methyl-1H-pyrazol-5-yl)sulfonyl)difluoromethyl)-N-(pyridazin-4-yl)piperidine-1-carboxamide